ClC(C1=CC=C(C=C1)C=1N(C=C(N1)C(F)(F)F)C([2H])([2H])[2H])([2H])[2H] {4-[chloro(2H2)methyl]phenyl}-1-(2H3)methyl-4-(trifluoromethyl)imidazole